(S)-2-chloro-N-(2,4-dimethoxybenzyl)-4-(3-(dimethylamino)-3-(3-(trifluoromethyl)phenethyl)piperidin-1-yl)-6-methyl-N-(pyrimidin-4-yl)benzenesulfonamide ClC1=C(C(=CC(=C1)N1C[C@@](CCC1)(CCC1=CC(=CC=C1)C(F)(F)F)N(C)C)C)S(=O)(=O)N(C1=NC=NC=C1)CC1=C(C=C(C=C1)OC)OC